C(C=CC=CCCCCCCCCCCC)=O hexadecadien-1-al